tert-butyl ((1-(4-(pentafluoro-λ6-sulfaneyl)phenyl)-1H-pyrazolo[3,4-b]pyridin-3-yl)methyl)carbamate FS(C1=CC=C(C=C1)N1N=C(C=2C1=NC=CC2)CNC(OC(C)(C)C)=O)(F)(F)(F)F